2-((4-(((triisopropylsilyl)oxy)methyl)benzyl)oxy)aniline C(C)(C)[Si](OCC1=CC=C(COC2=C(N)C=CC=C2)C=C1)(C(C)C)C(C)C